COCCOCCOCCNCCOCCOCCOC N,N-bis(methoxyethoxyethoxyethyl)amine